C1(CC2C(CC1)O2)CC(C(=O)O)CCCC(=O)O.C(CO)O ethylene glycol (3,4-epoxycyclohexylmethyl)adipate